N-ethyl-8-fluoroquinazolin-4-amine C(C)NC1=NC=NC2=C(C=CC=C12)F